C(C)OC(=O)C1=CC2=C(N=C(S2)SC)N1C1CC1 4-cyclopropyl-2-(methylthio)-4H-pyrrolo[2,3-d]Thiazole-5-carboxylic acid ethyl ester